5-[(4S,9aR)-8-[6-[2-[(3R,4S)-3-amino-4-fluoro-pyrrolidin-1-yl]ethyl]-3-pyridyl]-4-methyl-3,4,6,7,9,9a-hexahydro-1H-pyrazino[1,2-a]pyrazin-2-yl]-2-deuterio-quinoline-8-carbonitrile N[C@@H]1CN(C[C@@H]1F)CCC1=CC=C(C=N1)N1C[C@@H]2N([C@H](CN(C2)C2=C3C=CC(=NC3=C(C=C2)C#N)[2H])C)CC1